S(=O)(=O)(O)O.N(C(=N)N)CC(=O)O guanidinoacetic acid hydrogen sulfate